4-amino-N-((3S)-6-bromo-2,3-dihydro-1-benzothiophen-3-yl)-7-fluoro-N,1-dimethyl-1H-pyrazolo[4,3-c]quinoline-8-carboxamide NC1=NC=2C=C(C(=CC2C2=C1C=NN2C)C(=O)N(C)[C@@H]2CSC1=C2C=CC(=C1)Br)F